C(#N)[C@H](CC1=C(C=C(C=C1)C=1C=C2CN(C(C2=CC1)=O)C)F)NC(=O)[C@H]1OCCCNC1 (S)-N-((S)-1-cyano-2-(2-fluoro-4-(2-methyl-1-oxoisoindolin-5-yl)phenyl)ethyl)-1,4-oxazepane-2-carboxamide